CC1(OCC=2C=NC(=CC21)C(=O)O)CC(F)(F)F 1-methyl-1-(2,2,2-trifluoroethyl)-1,3-dihydrofuro[3,4-c]pyridine-6-carboxylic acid